N1=CN=C(C2=C1C1(C3=C2C=CN=C3)CC1)O spiro[cyclopropane-1,9'-pyrido[4',3':3,4]cyclopenta[1,2-d]pyrimidin]-4'-ol